NC1=C(C(=O)N[C@H]2CO[C@@H](CC2)C(C)(C)O)C=C(C=N1)C1=CC=C(C=C1)[C@@]12CN(C[C@H]2C1)C1CCOCC1 2-amino-N-((3r,6s)-6-(2-hydroxypropan-2-yl)tetrahydro-2H-pyran-3-yl)-5-(4-((1r,5s)-3-(tetrahydro-2H-pyran-4-yl)-3-azabicyclo[3.1.0]hexane-1-yl)phenyl)nicotinamide